DIHYDRODIPICOLINATE C1C=CC(=NC1C(=O)O)C(=O)O